(3,5-dimethoxyphenyl)dihydroxyboronic acid COC=1C=C(C=C(C1)OC)B(OO)OO